BrC=1C(=C(C(=O)O)C(=C(C1OC(=O)C1(C(=CCC=C1C)C)C)C)C)O 3-bromo-2-hydroxy-5,6-dimethyl-4-((1,2,6-trimethylcyclohexa-2,5-diene-1-carbonyl)oxy)benzoic acid